C(C(C)(C)C)(=O)OCCC1=C(C=CC(=C1)OC)C(CC1(CC(=CC=C1)OC)C1OCCCO1)=O 2-(2-(1-(1,3-dioxan-2-yl)-3-methoxyphenyl) acetyl)-5-methoxyphenethyl pivalate